2-[9-methyl-2,4-bis(trifluoromethyl)imidazo[1,2-a]1,8-naphthyridin-8-yl]-1,3,4-oxadiazole CC1=C(N=C2N1C=1N=C(C=C(C1C=C2)C(F)(F)F)C(F)(F)F)C=2OC=NN2